O[C@H](CCC)C1=CC(=C(C=N1)C1=NC=C2C=C(N=CC2=C1)NC(C)=O)C (R)-N-(7-(6-(1-hydroxybutyl)-4-methylpyridin-3-yl)-2,6-naphthyridin-3-yl)acetamide